((2-fluoro-4-(5-(trifluoromethyl)-1,2,4-oxadiazol-3-yl)phenyl)imino)(4-methoxyphenyl)(methyl)-λ6-sulfanone FC1=C(C=CC(=C1)C1=NOC(=N1)C(F)(F)F)N=S(=O)(C)C1=CC=C(C=C1)OC